FC=1C=C(CC2=CC(=NC=C2)N2N=C3C(C(NCC3)=O)=N2)C=C(C1)C(F)(F)F 2-(4-(3-fluoro-5-(trifluoromethyl)benzyl)pyridin-2-yl)-2,5,6,7-tetrahydro-4H-[1,2,3]triazolo[4,5-c]pyridin-4-one